C(C)(=O)C1=C(C=CC(=C1)C1=NN(C=N1)C1=NC=C(C=C1)C(F)(F)F)NC(=O)\N=C\1/SCC(N1C1=C(C=CC(=C1)N(C)C)C(C)C)=O (Z)-1-(2-acetyl-4-(1-(5-(trifluoromethyl)pyridin-2-yl)-1H-1,2,4-triazol-3-yl)phenyl)-3-(3-(5-(dimethylamino)-2-isopropylphenyl)-4-oxothiazolidin-2-ylidene)urea